C[C@H]1[C@H]([C@H]([C@@H]([C@@H](O1)O[C@@H]2[C@H](OC([C@@H]([C@H]2O[C@H]3[C@@H]([C@H]([C@H]([C@H](O3)CO)O)O[C@@]4(C[C@@H]([C@H]([C@@H](O4)[C@@H]([C@@H](CO)O)O)NC(=O)C)O)C(=O)O)O)NC(=O)C)O)CO)O)O)O The molecule is a branched amino tetrasaccharide consisting of a sialyl residue, linked (2->3) to a galactosyl residue that in turn is linked (1->3) to a glucosaminyl residue, which is also carrying a fucosyl residue at the 4-position. It is a glucosamine oligosaccharide and an amino tetrasaccharide.